6-(4-cyclopropyl-6-methoxypyrimidin-5-yl)-3-ethoxy-1-(4-(1-ethyl-4-(trifluoromethyl)-1H-imidazol-2-yl)benzyl)-1H-pyrazolo[3,4-d]pyrimidine C1(CC1)C1=NC=NC(=C1C1=NC=C2C(=N1)N(N=C2OCC)CC2=CC=C(C=C2)C=2N(C=C(N2)C(F)(F)F)CC)OC